N-(2-(2,4-difluorobenzyl)butyl)-6-oxo-1,6-dihydropyrimidine-2-carboxamide FC1=C(CC(CNC(=O)C=2NC(C=CN2)=O)CC)C=CC(=C1)F